N1C=C(C2=CC=CC=C12)CCNC(C1=C(C=CC=C1)N)=O N-(2-(1H-indol-3-yl)ethyl)-2-aminobenzamide